p-(chloroacetyl)catechol ClCC(=O)C=1C=C(C(O)=CC1)O